(5-Methoxy-3-methyl-imidazo[1,2-a]pyridin-7-yl)boronic acid COC1=CC(=CC=2N1C(=CN2)C)B(O)O